4-methylpyrrolidin-3-carboxamid CC1C(CNC1)C(=O)N